Cl.NC1=CC(=C2C(=N1)C=C(S2)C2=CC=NN2)N[C@H](CC(=O)O)C (S)-3-((5-amino-2-(1H-pyrazol-5-yl)thieno[3,2-b]pyridin-7-yl)amino)butanoic acid hydrochloride